(E)-2-cyclopentyl-5-(3-fluoro-styryl)-1,3-benzenediol C1(CCCC1)C1=C(C=C(C=C1O)\C=C\C1=CC(=CC=C1)F)O